(2S,3S,4S)-1-(2-(3-acetyl-5-(2-methylpyrimidin-5-yl)-1H-indazol-1-yl)acetyl)-N-(6-bromopyridin-2-yl)-4-fluoro-3-methoxypyrrolidine-2-carboxamide C(C)(=O)C1=NN(C2=CC=C(C=C12)C=1C=NC(=NC1)C)CC(=O)N1[C@@H]([C@@H]([C@H](C1)F)OC)C(=O)NC1=NC(=CC=C1)Br